5-(5-([1,4'-bipiperidin]-1'-yl)-1H-benzo[d]imidazol-2-yl)-3-methoxybenzene-1,2-diol N1(CCCCC1)C1CCN(CC1)C1=CC2=C(NC(=N2)C2=CC(=C(C(=C2)O)O)OC)C=C1